(4aS,7aR)-N-[4-(3-Cyanophenyl)-5-[2-(difluoromethyl)-6-methyl-4-pyridyl]thiazol-2-yl]-3,4,4a,5,7,7a-hexahydro-2H-pyrrolo[3,4-b][1,4]oxazin-6-carboxamid C(#N)C=1C=C(C=CC1)C=1N=C(SC1C1=CC(=NC(=C1)C)C(F)F)NC(=O)N1C[C@H]2OCCN[C@H]2C1